1-(2,2-difluoroethyl)-6-((1S,4S)-1-ethyl-2-(2-(trifluoromethyl)pyrimidin-5-yl)-2,6-diazaspiro[3.4]octan-6-yl)-1H-pyrazolo[3,4-b]pyrazine FC(CN1N=CC=2C1=NC(=CN2)N2C[C@@]1(CN([C@H]1CC)C=1C=NC(=NC1)C(F)(F)F)CC2)F